(S)-(4-(5-chloro-7-fluorobenzo[d]oxazol-2-yl)-6,7-dihydro-1H-imidazo[4,5-c]pyridin-5(4H)-yl)(4-(difluoromethyl)-2-(2-hydroxypropan-2-yl)oxazol-5-yl)methanone ClC=1C=C(C2=C(N=C(O2)[C@H]2N(CCC3=C2N=CN3)C(=O)C3=C(N=C(O3)C(C)(C)O)C(F)F)C1)F